ClC=1C(=C(C=CC1)N1CC=2N=C(N=C(C2CC1)N1C[C@@H](N(CC1)C(=O)OCC1=CC=CC=C1)CC#N)SC)C(F)(F)F benzyl (S)-4-(7-(3-chloro-2-(trifluoromethyl)phenyl)-2-(methylthio)-5,6,7,8-tetrahydropyrido[3,4-d]pyrimidin-4-yl)-2-(cyanomethyl)piperazine-1-carboxylate